C(C)N1CCN(CC1)C=1C=CC(=C(C(=O)O)C1)[N+](=O)[O-] 5-(4-ethylpiperazin-1-yl)-2-nitrobenzoic acid